Hydroxyisoindoline-1,3-dione ON1C(C2=CC=CC=C2C1=O)=O